N-(3-bromo-4-fluorophenyl)-N'-hydroxy-4-{[(2R)-3-hydroxy-2-(sulfamoylamino)propyl]sulfanyl}-1,2,5-oxadiazole-3-carboximidamide BrC=1C=C(C=CC1F)NC(=NO)C1=NON=C1SC[C@@H](CO)NS(N)(=O)=O